Methyl-octadecanal CC(C=O)CCCCCCCCCCCCCCCC